FC(OC1=C(C=CC=N1)C1=CC(=CC=C1)OC1COC1)F 6-(Difluoromethoxy)-5-[3-(oxetan-3-yloxy)phenyl]pyridin